Cl.C1(CCCCC1)NCC1=C(C=CC=C1)C1=CC(=C(C=C1F)N1C[C@@H](N([C@@H](C1)C)C)C)NC(=O)C1=CNC(C=C1C(F)(F)F)=O N-(2'-((cyclohexylamino)methyl)-6-fluoro-4-((3S,5R)-3,4,5-trimethylpiperazin-1-yl)-[1,1'-biphenyl]-3-yl)-6-oxo-4-(trifluoromethyl)-1,6-dihydropyridine-3-carboxamide hydrochloride salt